C(C1=CC=CC=C1)NC(C(=O)N[C@@H]1C(N(C2=C(OC1)C=CC=C2)C)=O)=O (S)-N1-benzyl-N2-(5-methyl-4-oxo-2,3,4,5-tetrahydrobenzo[b][1,4]oxazepin-3-yl)oxalamide